ClC=1C(=CC(=NC1)OC)[C@H](C(=O)N1C[C@@]2(NC3=NC(=C(C=C3CC2)C2=NC=CC=N2)C)C[C@@H]1C)C (R)-2-(5-chloro-2-methoxypyridin-4-yl)-1-((3S,5S)-5,7'-dimethyl-6'-(pyrimidin-2-yl)-3',4'-dihydro-1'H-spiro[pyrrolidin-3,2'-[1,8]naphthyridine]-1-yl)propan-1-one